4-amino-1-(tert-butyl)-N-(4-((methylthio)methyl)phenyl)-1H-pyrazolo[3,4-d]pyrimidine-3-carboxamide NC1=C2C(=NC=N1)N(N=C2C(=O)NC2=CC=C(C=C2)CSC)C(C)(C)C